C[Si]1(O[Si](O[Si](CCCN1)(C)C)(C)C)C 1,1,3,3,5,5-hexamethyl-2,4-dioxa-9-aza-1,3,5-trisilacyclononane